6-methylene-8-(2-phenylpropane-2-yl)-3,8-diazabicyclo[3.2.1]octane-3-carboxylic acid tert-butyl ester C(C)(C)(C)OC(=O)N1CC2CC(C(C1)N2C(C)(C)C2=CC=CC=C2)=C